6-bromo-4-((1-(3-(difluoromethyl)-2-fluorophenyl)ethyl)amino)-8-(4-methoxybenzyl)-2-methylpyrido[2,3-d]pyrimidin-7(8H)-one BrC1=CC2=C(N=C(N=C2NC(C)C2=C(C(=CC=C2)C(F)F)F)C)N(C1=O)CC1=CC=C(C=C1)OC